(2R)-2-(6-{5-chloro-2-[(oxazin-4-yl)amino]pyrimidin-4-yl}-1-oxo-2,3-dihydro-1H-isoindol-2-yl)-N-[(1S,2S)-2-hydroxy-1-phenylpropyl]butanamide ClC=1C(=NC(=NC1)NC1=CNOC=C1)C1=CC=C2CN(C(C2=C1)=O)[C@@H](C(=O)N[C@H]([C@H](C)O)C1=CC=CC=C1)CC